N-(2-amino-4-fluorophenyl)-4-{[(2E)-3-(pyridin-3-yl)prop-2-enamido]methyl}benzamide NC1=C(C=CC(=C1)F)NC(C1=CC=C(C=C1)CNC(\C=C\C=1C=NC=CC1)=O)=O